C1=CC(=CC=C1C2=C3C=CC(=C(C4=NC(=C(C5=CC=C(N5)C(=C6C=CC2=N6)C7=CC=C(C=C7)N)C8=CC=C(C=C8)N)C=C4)C9=CC=C(C=C9)N)N3)N 5,10,15,20-(tetra-4-aminophenyl)porphyrin